C/C=C(\C)/C(=O)Cl trans-2-methyl-2-butenoyl chloride